1-ethyl-4-fluoro-8-(4-(methylsulfonyl)phenyl)-2-(trifluoromethyl)chromeno[7,8-d]imidazol-6(1H)-one C(C)N1C(=NC2=C1C=1OC(=CC(C1C=C2F)=O)C2=CC=C(C=C2)S(=O)(=O)C)C(F)(F)F